2-amino-4-bromothieno[2,3-c]pyridine-3-carbonitrile NC1=C(C=2C(=CN=CC2Br)S1)C#N